N-[2-[(6-methoxy-4-oxo-3H-quinazolin-2-yl)methyl]-3,4-dihydro-1H-isoquinolin-5-yl]methanesulfonamide COC=1C=C2C(NC(=NC2=CC1)CN1CC2=CC=CC(=C2CC1)NS(=O)(=O)C)=O